2,3-difluoro-5-methylpyridine FC1=NC=C(C=C1F)C